C(C)CC(CC(=O)[O-])=O.C(C)CC(CC(=O)[O-])=O.C(CC(=O)C)(=O)[O-].[Al+3] aluminum monoacetoacetate bis(ethylacetoacetate)